C12N(CCCC2C1)C=1C2=C(N=C(N1)Cl)C(=C(N=C2)Cl)F 4-(2-azabicyclo[4.1.0]heptan-2-yl)-2,7-dichloro-8-fluoropyrido[4,3-d]pyrimidine